3-(2H-indazol-3-yl)-N-methyl-4-[4-(trifluoromethyl)phenoxy]benzene-1-sulfonamide N=1NC(=C2C=CC=CC12)C=1C=C(C=CC1OC1=CC=C(C=C1)C(F)(F)F)S(=O)(=O)NC